Cyclopropene C1=CC1